2-ethylidenepropanedinitrile C(C)=C(C#N)C#N